FC1=CC(=C(CC2CC3(CN(C3)C(=O)N3CC4(C3)NC(OC4)=O)C2)C=C1)C(F)(F)F 2-[6-[4-fluoro-2-(trifluoromethyl)benzyl]-2-azaspiro[3.3]heptane-2-carbonyl]-7-oxa-2,5-diazaspiro[3.4]octan-6-one